2-[3-acetyl-6-[6-(6-methylpyridazin-3-yl)oxypyrazolo[1,5-a]pyridin-3-yl]pyridin-2-yl]-5-cyclopropylpyrazole-3-carbonitrile C(C)(=O)C=1C(=NC(=CC1)C=1C=NN2C1C=CC(=C2)OC=2N=NC(=CC2)C)N2N=C(C=C2C#N)C2CC2